Tert-butyl (S)-3-chloro-7-isopropyl-5,7-dihydro-6H-pyrrolo[3,4-b]pyridine-6-carboxylate ClC=1C=C2C(=NC1)[C@@H](N(C2)C(=O)OC(C)(C)C)C(C)C